COCCOC1=CC=C(C=C1)B(O)O 4-(methoxyethoxy)phenylboronic acid